4-[2-[[(1R)-1-[(3R)-7-(1-methylpyrazol-4-yl)-1,2,3,4-tetrahydropyrido[2,3-b]pyrazin-3-yl]-1-phenyl-ethyl]amino]ethyl]benzonitrile 5-methyl-5-phenyl-4H-imidazole-4-carboxylate CC1(C(N=CN1)C(=O)O)C1=CC=CC=C1.CN1N=CC(=C1)C1=CC2=C(N[C@H](CN2)[C@@](C)(C2=CC=CC=C2)NCCC2=CC=C(C#N)C=C2)N=C1